1-[5-(Benzyloxy)-1-(cyclohexylmethyl)-1H-pyrazol-3-yl]-N-(2H3)methyl-(2H2)methanamine C(C1=CC=CC=C1)OC1=CC(=NN1CC1CCCCC1)C(NC([2H])([2H])[2H])([2H])[2H]